CC1=C(C(=C(C1(C=1C(=C2C(=C(C(=NC2=CC1)C(=O)[O-])Cl)Cl)Cl)C)C)C)C pentamethylcyclopentadienyltrichloroquinolate